(imidazo[1,2-b]pyridazin-3-ylethynyl)-4-methylbenzamide N=1C=C(N2N=CC=CC21)C#CC2=C(C(=O)N)C=CC(=C2)C